ClC1=NC=CC(=C1Cl)OC1=NNC2=NC(=CN=C21)N2CCC1(CC2)[C@@H](C=2C(=NC=CC2)C1)N (S)-1'-(3-((2,3-dichloropyridin-4-yl)oxy)-1H-pyrazolo[3,4-b]pyrazin-6-yl)-5,7-dihydrospiro[cyclopenta[b]pyridine-6,4'-piperidin]-5-amine